3,6'-dimethyl-6-phenyl-[2,3'-bipyridyl]-5-amine CC=1C(=NC(=C(C1)N)C1=CC=CC=C1)C=1C=NC(=CC1)C